N,N'-bis(naphthalen-1-yl)-N,N'-bis(phenyl)benzidine methyl-2-(2-methoxyethoxy)-4-nitrobenzoate COC(C1=C(C=C(C=C1)[N+](=O)[O-])OCCOC)=O.C1(=CC=CC2=CC=CC=C12)N(C1=CC=C(C=C1)C1=CC=C(N(C2=CC=CC=C2)C2=CC=CC3=CC=CC=C23)C=C1)C1=CC=CC=C1